O-methyl phosphoroamidit P(OC)([O-])N